N[C@@H](CC(=O)O)CCC=C (R)-3-AMINO-HEPT-6-ENOIC ACID